Ethyl-4-oxohexanoic acid C(C)C(C(=O)O)CC(CC)=O